2-(3-benzyloxy-1-methyl-propyl)-3H-quinazolin-4-one C(C1=CC=CC=C1)OCCC(C)C1=NC2=CC=CC=C2C(N1)=O